NC1=NC(=C2N=CN(C2=N1)[C@H]1C[C@@H]([C@](S1)(CO)C#C)O)N (2R,3S,5R)-5-(2,6-Diamino-9H-purin-9-yl)-2-ethynyl-2-(hydroxymethyl)tetrahydrothiophen-3-ol